C1(=CC=CC=C1)SC1=CC=2C(C3=CC=CC=C3SC2C=C1)=O 2-(phenylthio)thioxanthone